C1(=CC=C(C=C1)C1=NC2=C(N1C1=CC=C(C=C1)C)C=CC(=C2)C(=O)N(C)CCN)C2=CC=CC=C2 2-([1,1'-Biphenyl]-4-yl)-N-(2-aminoethyl)-N-methyl-1-(p-tolyl)-1H-benzo[d]imidazole-5-carboxamide